tri-(4-chlorophenyl)phosphine ClC1=CC=C(C=C1)P(C1=CC=C(C=C1)Cl)C1=CC=C(C=C1)Cl